1,2-dimethyl 4-[2-(3-methoxy-6-nitro-2-oxoquinolin-1-yl)ethoxy]phthalate COC=1C(N(C2=CC=C(C=C2C1)[N+](=O)[O-])CCOC=1C=C(C(C(=O)OC)=CC1)C(=O)OC)=O